2-amino-6-borono-2-(3-(3,4-dihydroisoquinolin-2(1H)-yl)propyl)hexanoic acid NC(C(=O)O)(CCCCB(O)O)CCCN1CC2=CC=CC=C2CC1